Cl.NC/C(/CN1N=CN(C1=O)C=1C=C(C=CC1)C1=CC=C(C=C1)S(=O)(=O)C)=C/F 2-[(2Z)-2-(aminomethyl)-3-fluoroprop-2-en-1-yl]-4-[4'-(methylsulfonyl)biphenyl-3-yl]-2,4-dihydro-3H-1,2,4-triazol-3-one hydrochloride